(E)-3-(3-cyclohexyl-1-phenyl-1H-pyrazol-4-yl)acrylic acid C1(CCCCC1)C1=NN(C=C1/C=C/C(=O)O)C1=CC=CC=C1